4-chloro-7-(2-fluoro-5-(piperidin-1-ylmethyl)phenyl)quinoline ClC1=CC=NC2=CC(=CC=C12)C1=C(C=CC(=C1)CN1CCCCC1)F